4-[5-fluoro-1-[1-[(4-methoxyphenyl)methyl]-2,6-dioxo-3-piperidinyl]-3-methyl-2-oxo-benzimidazol-4-yl]piperazine-1-carboxylic acid tert-butyl ester C(C)(C)(C)OC(=O)N1CCN(CC1)C1=C(C=CC=2N(C(N(C21)C)=O)C2C(N(C(CC2)=O)CC2=CC=C(C=C2)OC)=O)F